2-chloro-6,7-dihydro-5H-cyclopenta[b]pyridine-4-carbaldehyde ClC1=CC(=C2C(=N1)CCC2)C=O